(2,6-Dichloropyridin-4-yl)methyl (S)-5-acetamido-2-aminopentanoate hydrochloride Cl.C(C)(=O)NCCC[C@@H](C(=O)OCC1=CC(=NC(=C1)Cl)Cl)N